ClC=1C=C2CC[C@H](C2=CC1)C1=C(C(=O)N)C=CC(=C1)NS(=O)(=O)C [(1R)-5-chloroindan-1-yl]-4-(methanesulfonamido)benzamide